N-Boc-N-methyl-L-alanine C(=O)(OC(C)(C)C)N([C@@H](C)C(=O)O)C